O=C1NC(C2=CC=CC=C12)=O 1,3-dioxoisoindole